(1-((6H-isochromeno[3,4-c]pyridin-8-yl) amino)-3-(4-fluorophenyl)-1-oxopropan-2-yl) carbamate C(N)(OC(C(=O)NC=1C=CC2=C(C1)COC1=CN=CC=C12)CC1=CC=C(C=C1)F)=O